OC(C=1C=NC=C(C(=O)N)C1)C1=CC=C(C=C1)CN1N=CC(=C1)C 5-(hydroxy(4-((4-methyl-1H-pyrazol-1-yl)methyl)phenyl)methyl)nicotinamide